N-(7-((1-(4-(2,6-dioxopiperidin-3-yl)-2-fluorophenyl)piperidin-4-yl)methyl)-7-azaspiro[3.5]Non-2-yl)-2-fluoro-5-methoxybenzamide O=C1NC(CCC1C1=CC(=C(C=C1)N1CCC(CC1)CN1CCC2(CC(C2)NC(C2=C(C=CC(=C2)OC)F)=O)CC1)F)=O